1-[4-[[3-(9H-Carbazole-4-yloxy)-2-hydroxypropyl]amino]phenyl]-3-(4-nitrophenyl)-2-propene-1-one C1=CC=C(C=2C3=CC=CC=C3NC12)OCC(CNC1=CC=C(C=C1)C(C=CC1=CC=C(C=C1)[N+](=O)[O-])=O)O